methyl-(E)-2-[3-bromo-2-[[(Z)-[3-(4-fluorophenyl)-1-(methoxymethyl)prop-2-ynylidene]-amino]oxymethyl]phenyl]-3-methoxy-prop-2-enoate COC(\C(=C\OC)\C1=C(C(=CC=C1)Br)CO\N=C(\C#CC1=CC=C(C=C1)F)/COC)=O